N-(3-(3-(3-chloro-4-(m-tolyloxy)phenyl)-2-oxo-2,3-dihydro-1H-imidazo[4,5-c]pyridin-1-yl)phenyl)acrylamide ClC=1C=C(C=CC1OC=1C=C(C=CC1)C)N1C(N(C2=C1C=NC=C2)C=2C=C(C=CC2)NC(C=C)=O)=O